CC1=C(C(NC(=C1)C)=O)CC1=C(C(=C(C(=O)N)C=C1C=1C=C2CCC(C2=C(C1)F)N1CCOCC1)C)N(C1CCOCC1)CC ((4,6-dimethyl-2-oxo-1,2-dihydropyridin-3-yl)methyl)-3-(ethyl(tetrahydro-2H-pyran-4-yl)amino)-5-(7-fluoro-1-morpholino-2,3-dihydro-1H-inden-5-yl)-2-methylbenzamide